3-(2-(aminomethyl)-6-cyclopropylimidazo[1,2-a]pyridin-8-yl)propanenitrile NCC=1N=C2N(C=C(C=C2CCC#N)C2CC2)C1